N-(4-(4-Methylpiperazin-1-yl)phenyl)-2-oxo-4-((1-oxo-1,2-dihydroisoquinolin-6-yl)amino)-1,2-dihydropyridine-3-carboxamide CN1CCN(CC1)C1=CC=C(C=C1)NC(=O)C=1C(NC=CC1NC=1C=C2C=CNC(C2=CC1)=O)=O